(R)-2,2-dimethyl-5-phenyl-1,3-dioxolan-4-one CC1(O[C@@H](C(O1)=O)C1=CC=CC=C1)C